(Z)-3-tridecenol acetate C(C)(=O)OCC\C=C/CCCCCCCCC